BrC=1N=C(C(=NC1)NC(C)=O)OC(F)F N-[5-bromo-3-(difluoromethoxy)pyrazin-2-yl]acetamide